hydroxyisobutyrylglycine ON(CC(=O)O)C(C(C)C)=O